2-morpholino-5-oxo-5H-benzo[4',5']thiazolo[3',2':1,6]pyrido-[2,3-d]pyrimidine-6-carboxylic acid O1CCN(CC1)C=1N=CC2=C(N1)N1C(=C(C2=O)C(=O)O)SC2=C1C=CC=C2